N[C@H](C(=O)O)CCC1=CC=C(C=C1)C(N)=O (S)-2-amino-4-(4-carbamoylphenyl)butanoic acid